21-((tert-butyldiphenylsilyl)-oxy)henicosan-10-ol [Si](C1=CC=CC=C1)(C1=CC=CC=C1)(C(C)(C)C)OCCCCCCCCCCCC(CCCCCCCCC)O